1,6-hexanediyl dipropiolate C(C#C)(=O)OCCCCCCOC(C#C)=O